ClC1=C(C=CC2=C3N(N=C12)CCN(C3)C(CO)=O)Cl 1-(7,8-dichloro-3,4-dihydropyrazino[1,2-b]indazol-2(1H)-yl)-2-hydroxyethan-1-one